O1CC(C1)CN[C@@H]1[C@H](CCCC1)OC=1C=C2CN(C(C2=CC1)=O)C1C(NC(CC1)=O)=O 3-(5-(((1S,2S)-2-((oxetan-3-ylmethyl)amino)cyclohexyl)oxy)-1-oxoisoindolin-2-yl)piperidine-2,6-dione